1-naphthylmethyl-amine bromide [Br-].C1(=CC=CC2=CC=CC=C12)CN